2-3-butyl-3-ethyl-5-(4-fluorophenyl)-7-methoxy-1,1-dioxido-2,3,4,5-tetrahydro-1,5-benzothiazepin-8-yl trifluoromethanesulfonate FC(S(=O)(=O)OC1=CC2=C(N(CC(C(S2(=O)=O)C(CC)C)CC)C2=CC=C(C=C2)F)C=C1OC)(F)F